N1C=NC(=C1C#N)C#N 1H-imidazole-4,5-dinitrile